4,5-dihydrofuran-3-formaldehyde O1C=C(CC1)C=O